5-bromo-4-methoxy-1-methyl-pyridin-2-one BrC=1C(=CC(N(C1)C)=O)OC